S1C=NC2=C1C=C(C=C2)C(C)N2C[C@@H](N(C[C@H]2C)C=2C=1C(N(C(C2)=O)C)=CN(N1)C1OCCCC1)C 7-((2S,5R)-4-(1-(benzo[d]thiazol-6-yl)ethyl)-2,5-dimethylpiperazin-1-yl)-4-methyl-2-(tetrahydro-2H-pyran-2-yl)-2,4-dihydro-5H-pyrazolo[4,3-b]pyridin-5-one